phenyl-4-ethylcarbonyloxybenzenesulfonate C1(=CC=CC=C1)OS(=O)(=O)C1=CC=C(C=C1)OC(=O)CC